COC(=O)C1(CC1)C(=O)O cyclopropane-1,1-dicarboxylic acid methyl ester